2-chloro-N-(3-(2,6-dioxopiperidin-3-yl)-2-methyl-4-oxo-3,4-dihydroquinazolin-5-yl)acetamide ClCC(=O)NC1=C2C(N(C(=NC2=CC=C1)C)C1C(NC(CC1)=O)=O)=O